(7S)-2-Benzyl-7-methyl-3-{2-methyl-2-azaspiro[3.5]nonan-7-yl}-3H,6H,7H,8H,9H-imidazo[4,5-f]chinolin C(C1=CC=CC=C1)C=1N(C=2C(=C3CC[C@@H](NC3=CC2)C)N1)C1CCC2(CN(C2)C)CC1